C(C)(C)(C)OC(=O)N[C@@H](CC(N)=O)CO t-butoxycarbonyl-L-asparaginol